1-[4-(4-Piperidyl)phenyl]hexahydropyrimidine-2,4-dione hydrochloride Cl.N1CCC(CC1)C1=CC=C(C=C1)N1C(NC(CC1)=O)=O